1-(4-fluorophenyl)-3-(3-nitrophenyl)urea FC1=CC=C(C=C1)NC(=O)NC1=CC(=CC=C1)[N+](=O)[O-]